O1C=NC2=C1C=C(C=C2)C2=C1C(=CN=C2)N(C=C1)C(=O)C1=CC=C(C=C1)F (4-(Benzo[d]oxazol-6-yl)-1H-pyrrolo[2,3-c]pyridin-1-yl)(4-fluorophenyl)methanone